FC=1C=C(C=CC1C1CCN(CC1)CC1CCNCC1)N[C@H]1C(NC(CC1)=O)=O |r| (±)-3-((3-Fluoro-4-(1-(piperidin-4-ylmethyl)piperidin-4-yl)phenyl)amino)piperidine-2,6-dione